ethyl 2-amino-5-cyclopropylnicotinate NC1=C(C(=O)OCC)C=C(C=N1)C1CC1